[Mg].[Li].ClC1=CC=C(C=C1)[C@H]1C[C@@H](CO1)C1=NOC(=N1)CCN1C=NC=2NC(NC2C1=O)=O 1-((3-((3R,5R)-5-(4-Chlorophenyl)-Tetrahydrofuran-3-Yl)-1,2,4-Oxadiazol-5-Yl)Methyl)Methyl-1H-Purine-6,8(7H,9H)-Dione lithium-magnesium